C(C)(C)(C)OC(=O)N=C1N(C(CC(N1)(CC)CC)=O)[C@@H]1[C@](OC2=C1C=C(C=C2)C(=O)OC)(C)COC methyl (2R,3S)-3-(2-((tert-butoxycarbonyl) imino)-4,4-diethyl-6-oxotetrahydropyrimidin-1(2H)-yl)-2-(methoxymethyl)-2-methyl-2,3-dihydrobenzofuran-5-carboxylate